C(C1=CC=CC=C1)(=O)O[C@H](C(=O)OCC)CC1=C(C=CC(=C1)O[Si](C)(C)C(C)(C)C)OCC1=NC(=NC=C1)C1=C(C=CC=C1)OC (S)-3-(5-((tert-Butyldimethylsilyl)oxy)-2-((2-(2-methoxyphenyl)pyrimidin-4-yl)methoxy)phenyl)-1-ethoxy-1-oxopropan-2-yl benzoate